CC1=C(OC2=C(C=C(C=C2C1=O)C)[C@@H](C)OC1=C(C=CC=C1)S(=O)(=O)N)C1=CC=CC=C1 2-[(1R)-1-(3,6-Dimethyl-4-oxo-2-phenyl-chromen-8-yl)ethoxy]benzenesulfonamide